FC1=C(C(=CC=C1)F)S(=O)(=O)NC=1C(=NC=C(C1)C=1C=CC=2N=CN=C(C2N1)N1CCN(CC1)C(C(=C)F)=O)OC 2,6-difluoro-N-(5-(4-(4-(2-fluoroacryloyl)piperazin-1-yl)pyrido[3,2-d]pyrimidin-6-yl)-2-methoxy-pyridin-3-yl)benzene-sulfonamide